4-(3-methoxycyclobutoxy)benzaldehyde COC1CC(C1)OC1=CC=C(C=O)C=C1